(2R,4R)-2-(((S)-1-(((3-chloro-1-methyl-1H-pyrrolo[2,3-b]pyridin-5-yl)methyl)amino)-1-oxopropan-2-yl)carbamoyl)-4-phenylpyrrolidine-1-carboxylic acid tert-butyl ester C(C)(C)(C)OC(=O)N1[C@H](C[C@@H](C1)C1=CC=CC=C1)C(N[C@H](C(=O)NCC=1C=C2C(=NC1)N(C=C2Cl)C)C)=O